NC1=C(C=C(C=N1)NC(C(=O)N1[C@H](CC[C@@H](C1)C)C=1C=CC2=C(N=C(S2)C2N(C(CN(C2)C)=O)C)C1)=O)CC N-(6-amino-5-ethylpyridin-3-yl)-2-((2R,5S)-2-(2-(1,4-dimethyl-6-oxopiperazin-2-yl)benzo[d]thiazol-5-yl)-5-methylpiperidin-1-yl)-2-oxoacetamide